3H-pyridin-2-one N=1C(CC=CC1)=O